Benzyl (1R,5S,6R)-6-((acetylthio)methyl)-3-azabicyclo[3.1.0]hexan-3-carboxylate C(C)(=O)SCC1[C@H]2CN(C[C@@H]12)C(=O)OCC1=CC=CC=C1